OC(CC1=CC=C(C=C1)N1CC=2C(=NC=CC2C1=O)C1=C(C=NC=C1)OCC(F)(F)F)(C)C 2-[4-(2-hydroxy-2-methylpropyl)phenyl]-4-[3-(2,2,2-trifluoroethoxy)pyridin-4-yl]-2,3-dihydro-1H-pyrrolo[3,4-c]pyridin-1-one